4-chloro-3-(6,6-difluoro-3-azabicyclo[3.1.0]hexan-3-yl)-1-[4-(1,1-difluoroethyl)phenyl]sulfonyl-indazole ClC1=C2C(=NN(C2=CC=C1)S(=O)(=O)C1=CC=C(C=C1)C(C)(F)F)N1CC2C(C2C1)(F)F